C(C)(=O)C1=C(C=C(C=C1)Cl)C1=CC(N(C=C1OC)C(C(=O)NC1=CC=C(C(=O)O)C=C1)CCOC)=O 4-(2-(4-(2-acetyl-5-chlorophenyl)-5-methoxy-2-oxopyridin-1(2H)-yl)-4-methoxybutyrylamino)benzoic acid